ClC1=NC=C(C=N1)NC1=NC=CC2=CC(=CC=C12)OCC1=CC=NC=C1 N-(2-chloropyrimidin-5-yl)-6-(pyridin-4-ylmethoxy)isoquinolin-1-amine